3-mercapto-6-((1-methyl-1H-1,2,4-triazol-3-yl)methyl)-2-(2,4,5-trifluorobenzyl)-1,2,4-triazin-5(2H)-one SC=1N(N=C(C(N1)=O)CC1=NN(C=N1)C)CC1=C(C=C(C(=C1)F)F)F